F[B-](F)(F)F.C(CCC)N1CN(C=C1)CCCC 1,3-dibutyl-imidazole tetrafluoroborate